2-amino-N'-methyl-N-(1-(1-oxo-2-phenyl-8-(phenylethynyl)-1,2-dihydroisoquinolin-3-yl)ethyl)pyrazolo[1,5-a]pyrimidine-3-carboxamidine NC1=NN2C(N=CC=C2)=C1C(=NC)NC(C)C=1N(C(C2=C(C=CC=C2C1)C#CC1=CC=CC=C1)=O)C1=CC=CC=C1